Cl.CC1NCCC1 2-methyl-pyrrolidine hydrochloride